Methyl 5-[({1-[2-fluoro-4-(trifluoromethyl) phenyl] cyclopropyl} carbonyl) amino]-2-[1-(2-methoxyethyl)-1H-pyrazol-4-yl]benzoate FC1=C(C=CC(=C1)C(F)(F)F)C1(CC1)C(=O)NC=1C=CC(=C(C(=O)OC)C1)C=1C=NN(C1)CCOC